BrC1=CC(=C(C=C1)N1CCC(CC1)C(OC)OC)[N+](=O)[O-] 1-(4-bromo-2-nitrophenyl)-4-(dimethoxymethyl)piperidine